CCC(CCC)NC1=NC(=NC=C1C(F)(F)F)NC1=CC2=C(B(OC2)O)C=C1 5-((4-(hexan-3-ylamino)-5-(trifluoromethyl)pyrimidin-2-yl)amino)benzo[c][1,2]oxaborol-1(3H)-ol